tert-Butyl (R)-(1-(4-(2-aminoethyl)-2-chlorophenyl) pyrrolidin-3-yl)(methyl)carbamate NCCC1=CC(=C(C=C1)N1C[C@@H](CC1)N(C(OC(C)(C)C)=O)C)Cl